C(N)(=N)C=1C=C(SC1)[C@@H](C)NC(=O)[C@H]1N([C@H]2C[C@]2(C1)COCCCCCC(=O)OCC)C(CNC(CCCOC1=CC=CC=C1)=O)=O ethyl 6-(((1S,3S,5R)-3-(((R)-1-(4-carbamimidoylthiophen-2-yl)ethyl) carbamoyl)-2-((4-phenoxybutanoyl)glycyl)-2-azabicyclo[3.1.0]hexan-5-yl)methoxy)hexanoate